FC1=C(C=CC(=C1C1=CC=C2C(=NNC2=C1F)C=1NC=CN1)F)NS(=O)(=O)C=1C=2N(C=CC1)C=CN2 N-(2,4-difluoro-3-(7-fluoro-3-(1H-imidazol-2-yl)-1H-indazol-6-yl)phenyl)-imidazo[1,2-a]pyridine-8-sulfonamide